C1(CC1)[C@H](CP(OCC)(=O)C)C1=CC(=NC=C1)OCC1=CC(=C(C=C1)C1=CC(=NC=C1F)OC)[C@H](C(C)(C)C)OC ethyl ((S)-2-cyclopropyl-2-(2-((4-(5-fluoro-2-methoxypyridin-4-yl)-3-((S)-1-methoxy-2,2-dimethylpropyl)benzyl)oxy)pyridin-4-yl)ethyl)(methyl)phosphinate